9-(6-((cyclopropylmethyl)(methyl)amino)pyridin-3-yl)-6,7-dimethoxynaphtho[2,3-c]furan-1(3H)-one C1(CC1)CN(C1=CC=C(C=N1)C1=C2C=C(C(=CC2=CC2=C1C(OC2)=O)OC)OC)C